epsilon-(γ-glutamyl)lysine N[C@@H](CCC(=O)C(CCC[C@H](N)C(=O)O)N)C(=O)O